N1(CCCC2=CC=CC=C12)CC1=CC=CC(N1)=O 6-((3,4-dihydroquinolin-1(2H)-yl)methyl)pyridin-2(1H)-one